(5,6-dichloro-3-pyridinyl)carbamic acid tert-butyl ester C(C)(C)(C)OC(NC=1C=NC(=C(C1)Cl)Cl)=O